SCC(=O)O sulfydryl-acetic acid